2-Ethoxy-4-methylbenzoic acid C(C)OC1=C(C(=O)O)C=CC(=C1)C